(2R)-3-(2-amino-4-cyano-phenyl)mercapto-2-(tert-butoxycarbonylamino)propionic acid NC1=C(C=CC(=C1)C#N)SC[C@@H](C(=O)O)NC(=O)OC(C)(C)C